Methyl 5-((S)-2-((S)-2-((tert-butoxycarbonyl)amino)-3-methylbutanamido) propanamido)-2-ethynylbenzoate C(C)(C)(C)OC(=O)N[C@H](C(=O)N[C@H](C(=O)NC=1C=CC(=C(C(=O)OC)C1)C#C)C)C(C)C